N-(5-(2-(Dimethylamino)ethoxy)-2-methylphenyl)-2-(naphthalen-1-yl)propanamide sodium [Na].CN(CCOC=1C=CC(=C(C1)NC(C(C)C1=CC=CC2=CC=CC=C12)=O)C)C